(R)-N-(2-(1-(3-chloro-4-((3,5-difluoropyridin-2-yl)methoxy-d2)-5',6-dimethyl-2-oxo-2H-[1,4'-bipyridine]-2'-yl)-4-methyl-1H-pyrazol-3-yl)propan-2-yl)acetamide ClC=1C(N(C(=CC1OC([2H])([2H])C1=NC=C(C=C1F)F)C)C1=CC(=NC=C1C)N1N=C(C(=C1)C)C(C)(C)NC(C)=O)=O